P(OCCNCC(CCCC)CC)([O-])=O 2-((2-ethylhexyl) amino)-ethyl phosphonate